N-(2-bromoethyl)-2-(3,5-dibromo-4-methoxyphenyl)acetamide BrCCNC(CC1=CC(=C(C(=C1)Br)OC)Br)=O